CC1=C(C(=CC=C1)C)NC(/C(=N/O)/C1=C(C=C(C=C1C)O)C)=O (E)-N-(2,6-dimethylphenyl)-2-(4-hydroxy-2,6-dimethyl-phenyl)-2-hydroxyimino-acetamide